NC1=C(C(=O)O)C=CC(=C1)[C@H]1N(CC[C@@H](C1)OCC)CC1=C2C=CNC2=C(C=C1OC)C 2-amino-4-((2S,4S)-4-ethoxy-1-((5-methoxy-7-methyl-1H-indol-4-yl)methyl)piperidin-2-yl)benzoic acid